6-(4-methylpiperazin-1-yl)nicotinic acid CN1CCN(CC1)C1=NC=C(C(=O)O)C=C1